ClC1=NC(=NC(=N1)N)NC(C)(C)C1=NN(C=C1)C(F)F 6-chloro-N4-[1-[1-(difluoromethyl)pyrazol-3-yl]-1-methyl-ethyl]1,3,5-triazine-2,4-diamine